COC=1C=C(C(=O)N2CC(C2)C(=O)N2C3=C(OCC2)C(=CN=C3)C3=CC=C(C#N)C=C3)C=CC1 4-(4-(1-(3-methoxybenzoyl)azetidine-3-carbonyl)-3,4-dihydro-2H-pyrido[4,3-b][1,4]oxazin-8-yl)-benzonitrile